4-[2-(difluoromethoxy)-4-(trifluoromethyl)benzene-1-carbonyl]-10,10-dimethyl-9-oxo-1-oxa-4-azaspiro[5.5]undec-7-ene-8-carbonitrile FC(OC1=C(C=CC(=C1)C(F)(F)F)C(=O)N1CCOC2(C1)C=C(C(C(C2)(C)C)=O)C#N)F